1-({3-[(2-fluoro-4-iodophenyl)amino]pyridin-4-yl}carbonyl)-3-[(2S)-piperidin-2-yl]azetidin-3-ol FC1=C(C=CC(=C1)I)NC=1C=NC=CC1C(=O)N1CC(C1)(O)[C@H]1NCCCC1